O1C(=CC2=C1C=CC=C2)CN2C=CC=1C=NC=C(C12)C(=O)NC(C)C1C2(CC1C2)C(=O)O (1-(1-(Benzofuran-2-ylmethyl)-1H-pyrrolo[3,2-c]pyridine-7-carboxamido)ethyl)bicyclo[1.1.1]pentane-1-carboxylic acid